2-(5-(2-(((2-chloro-5-(1-(difluoromethyl)-1H-pyrazol-3-yl)pyridin-4-yl)amino)methyl)-3,3,3-trifluoropropoxy)-1-methyl-1H-pyrazol-4-yl)pyrimidin-4-amine ClC1=NC=C(C(=C1)NCC(COC1=C(C=NN1C)C1=NC=CC(=N1)N)C(F)(F)F)C1=NN(C=C1)C(F)F